OC=1C(=C(C=O)C=CC1)C(C=CC1=CC=CC=C1)=O 3-Hydroxy-2-(3-phenylprop-2-enoyl)benzaldehyde